C1(CCC1)CN(C(OC(C)(C)C)=O)[C@H]1CN(CCC1)C1=CC(N(C=C1)C(C)C1=NC(=NO1)C=1C=NC=C(C1)OC)=O tert-butyl (cyclobutylmethyl)((3R)-1-(1-(1-(3-(5-methoxypyridin-3-yl)-1,2,4-oxadiazol-5-yl)ethyl)-2-oxo-1,2-dihydropyridin-4-yl)piperidin-3-yl)carbamate